C1(CCCC1)N1C(CC2=CC=C(C=C12)NC(C1=C(C=C(C=C1)NS(=O)(=O)CCO)N1CCC2(CC2)CC1)=O)=O N-(1-cyclopentyl-2-oxoindolin-6-yl)-4-((2-hydroxyethyl)sulfonamido)-2-(6-azaspiro[2.5]octan-6-yl)benzamide